3-(1,1-dimethylpropyl)-6,6,9-trimethyl-6a,7,10,10a-tetrahydro-6H-benzo[c]chromene CC(CC)(C)C1=CC=C2C3C(C(OC2=C1)(C)C)CC=C(C3)C